OC(C)(C)C1=NN(C=C1)C1=C(C#N)C=CC=N1 (3-(2-hydroxypropan-2-yl)-1H-pyrazol-1-yl)nicotinonitrile